2-({6-[(4,4-dimethylpiperidin-1-yl)methyl]imidazo[1,2-a]pyridin-2-yl}methyl)-5-phenyl-1,2-dihydro-2,7-naphthyridin-1-one CC1(CCN(CC1)CC=1C=CC=2N(C1)C=C(N2)CN2C(C1=CN=CC(=C1C=C2)C2=CC=CC=C2)=O)C